COC1=C(C=C2C=NC(=NC2=C1)C)O 7-methoxy-2-methylquinazolin-6-ol